ClC=1C(=NC=C(C1)Cl)N1CC(C1)NC1=NC=NC2=C1SC=1N=NC(=C(C12)C)C N-[1-(3,5-dichloro-2-pyridyl)azetidin-3-yl]-3,4-dimethyl-pyrimido[4',5':4,5]thieno[2,3-c]pyridazin-8-amine